2,2,2-Trichloroethyl (butyryloxy)carbamate C(CCC)(=O)ONC(OCC(Cl)(Cl)Cl)=O